4-((1-(3-nitrophenyl)-9H-pyrido[3,4-b]indol-3-yl)amino)naphthalene-1,2-dione [N+](=O)([O-])C=1C=C(C=CC1)C1=NC(=CC2=C1NC1=CC=CC=C21)NC2=CC(C(C1=CC=CC=C21)=O)=O